CC=C(C)C 1,2,2-trimethylethylene